4-bromo-3-chloro-2-methyl-phenylamine BrC1=C(C(=C(C=C1)N)C)Cl